ClC1=CC=C(C(=N1)C(=O)NS(=O)(=O)C)N[C@H](C)C=1C=C(C=C2C(N(C(=NC12)N1CC=2N(CC1)N=CC2)C)=O)C (R)-6-chloro-3-((1-(2-(6,7-dihydropyrazolo[1,5-a]pyrazin-5(4H)-yl)-3,6-dimethyl-4-oxo-3,4-dihydroquinazolin-8-yl)ethyl)amino)-N-(methylsulfonyl)picolinamide